FC1=C(C(=O)N[C@H](C(C)C)C(=O)N2CCC3(C(C(N(C3)C)=O)C3=CC=C(C(=O)O)C=C3)CC2)C=C(C=C1)C(F)(F)F 4-(8-((2-fluoro-5-(trifluoromethyl)benzoyl)-D-valyl)-2-methyl-3-oxo-2,8-diazaspiro[4.5]decan-4-yl)benzoic acid